2-[2-(4-bromo-3-methyl-pyrazol-1-yl)ethyl]-6-methoxy-pyridine BrC=1C(=NN(C1)CCC1=NC(=CC=C1)OC)C